6-[2-(4,7-dichloro-2-methyl-indol-1-yl)-ethylamino]-pyrimidin ClC1=C2C=C(N(C2=C(C=C1)Cl)CCNC1=CC=NC=N1)C